furylfurylamine O1C(=CC=C1)NC=1OC=CC1